5-[5-(morpholin-2-ylmethyl)-8-oxa-2,5-diazaspiro[3.5]nonan-2-yl]-5-[4-[4-(trifluoromethoxy)phenoxy]phenyl]hexahydropyrimidine-2,4,6-trione 2,2,2-trifluoroacetic acid salt FC(C(=O)O)(F)F.N1CC(OCC1)CN1C2(CN(C2)C2(C(NC(NC2=O)=O)=O)C2=CC=C(C=C2)OC2=CC=C(C=C2)OC(F)(F)F)COCC1